4-((tetrahydro-2H-pyran-4-yl)methyl)pyrimidin-2-amine O1CCC(CC1)CC1=NC(=NC=C1)N